(7-cyclopropyl-1-isopropyl-4-oxo-pyrido[3,4-d]pyridazin-3-yl)acetic acid C1(CC1)C1=CC2=C(C(N(N=C2C(C)C)CC(=O)O)=O)C=N1